trans-2-(4-tert-butyl-cyclohexyl)-1-(2-cyclopropyl-imidazo[5,1-b]thiazol-3-yl)-ethanol C(C)(C)(C)[C@@H]1CC[C@H](CC1)CC(O)C=1N2C(SC1C1CC1)=CN=C2